N1=C(C=CC=C1)C(C)NC(=O)[C@@H]1CN(CC[C@H]1NC(=O)C1=NOC(=C1)C1=C(C=C(C=C1)F)F)C1C(CCCC1)O |o1:11,16| (3R*,4R*)-4-{[5-(2,4-Difluoro-phenyl)-isoxazole-3-carbonyl]-amino}-1-(2-hydroxy-cyclohexyl)-piperidine-3-carboxylic acid (1-pyridin-2-yl-ethyl)-amide